FC(C)(C)C1=CC(=NC=C1)C(=O)O 4-(2-fluoropropan-2-yl)picolinic acid